Cl.NC\C=C(\CN1C(=NC2=C1C=CC=C2C2=CC=C(C=C2)S(=O)(=O)N(C)C)C)/F (Z)-4-(1-(4-amino-2-fluorobut-2-en-1-yl)-2-methyl-1H-benzo[d]imidazol-4-yl)-N,N-dimethylbenzenesulfonamide hydrochloride